3-(5-bromo-3-isopropyl-2-oxo-benzimidazol-1-yl)piperidine-2,6-dione BrC1=CC2=C(N(C(N2C(C)C)=O)C2C(NC(CC2)=O)=O)C=C1